1-(3-((2-((4-(1,4-diazabicyclo[3.2.1]oct-4-yl)-2-ethylphenyl)amino)-5-bromopyrimidin-4-yl)amino)propyl)pyrrolidin-2-one N12CCN(C(CC1)C2)C2=CC(=C(C=C2)NC2=NC=C(C(=N2)NCCCN2C(CCC2)=O)Br)CC